CC1NC(NC1CN1CCOCC1)=O 4-methyl-5-[(morpholine-4-yl)methyl]Imidazolidine-2-one